CC([C@@H](C(N1CC2=CC=CC=C2C[C@H]1C(=O)N1CC(OCC1)C1=CC=NC=C1)=O)NC(=O)C1=CC2=C(S1)C=CC(=C2)C(F)(F)P(O)(O)=O)(C)C ((2-(((2S)-3,3-dimethyl-1-oxo-1-((3S)-3-(2-(pyridin-4-yl)morpholine-4-carbonyl)-3,4-dihydroisoquinolin-2(1H)-yl)butan-2-yl)carbamoyl)benzo[b]thiophen-5-yl)difluoromethyl)phosphonic acid